(4,5-DIHYDRO-1H-IMIDAZOL-2-YLAMINO)-ACETIC ACID N1C(=NCC1)NCC(=O)O